4-(4-(3-(((3-(2,6-dioxopiperidin-3-yl)-4-oxo-3,4-dihydroquinazolin-5-yl)amino)methyl)benzyl)piperazin-1-yl)-3-fluorobenzonitrile O=C1NC(CCC1N1C=NC2=CC=CC(=C2C1=O)NCC=1C=C(CN2CCN(CC2)C2=C(C=C(C#N)C=C2)F)C=CC1)=O